sinapyl malate C(C(O)CC(=O)[O-])(=O)OC\C=C\C1=CC(OC)=C(O)C(OC)=C1